N1=CC=C(C2=CC=CC=C12)N1CCN(CC1)C(=O)C1CN(CC1)S(=O)(=O)C=1C=CC(=NC1)NC(C)=O N-(5-((3-(4-(quinolin-4-yl)piperazin-1-carbonyl)pyrrolidin-1-yl)sulfonyl)pyridin-2-yl)acetamide